ClC1=CNC2=C(C=CC=C12)NS(=O)(=O)C1=CC=C(C(=O)NCCC2=CC=C(C=C2)OC)C=C1 4-(N-(3-chloro-1H-indol-7-yl)sulfamoyl)-N-(4-methoxyphenethyl)benzamide